CN(C(/C=C/C=1C=C(C=CC1)N(C(=O)C1CCCCC1)CC1=CC=C(C=C1)C1=CC=C(C=C1)N(C)C)=O)C (E)-N-(3-(3-(Dimethylamino)-3-oxoprop-1-en-1-yl)phenyl)-N-((4'-(dimethylamino)-[1,1'-biphenyl]-4-yl)methyl)cyclohexanecarboxamide